2-((4-(2-(4-(3-((tert-butoxycarbonyl)amino)propoxy)phenyl)propane-2-yl)phenoxy)methyl)thiazole-4-carboxylic acid methyl ester COC(=O)C=1N=C(SC1)COC1=CC=C(C=C1)C(C)(C)C1=CC=C(C=C1)OCCCNC(=O)OC(C)(C)C